CC1=C(C#N)C(=CC=C1)N1C=NC(=C1)C1=NC(=NC=C1C(F)(F)F)NC1CCN(CC1)S(=O)(=O)C 2-Methyl-6-(4-(2-((1-(methylsulfonyl)piperidin-4-yl)amino)-5-(trifluoro-methyl)pyrimidin-4-yl)-1H-imidazol-1-yl)benzonitrile